6-(4-Chlorophenyl)-2-(1-(methyl-d3)-1H-pyrazol-4-yl)-3-oxo-2,3,4,5-tetrahydropyridazine ClC1=CC=C(C=C1)C=1CCC(N(N1)C=1C=NN(C1)C([2H])([2H])[2H])=O